NC1=NNC2=C1C(=NC=C2C2=NC=C(C=C2)CN2CCNCC2)C2=CC=C(CC=1C(=C(C(=O)N)C=C(C1)F)OC)C=C2 (4-(3-amino-7-(5-(piperazin-1-ylmethyl)pyridin-2-yl)-1H-pyrazolo[4,3-c]pyridin-4-yl)benzyl)-5-fluoro-2-methoxybenzamide